2-(benzyloxy)acetic acid ethyl ester C(C)OC(COCC1=CC=CC=C1)=O